5-((6-((5-(2,2-difluoro-2-(5-(5-methyl-5H-pyrido[4,3-b]indol-7-yl)pyridin-2-yl)ethoxy)pentyl)oxy)hexyl)oxy)-2-(2,6-dioxopiperidin-3-yl)isoindoline-1,3-dione FC(COCCCCCOCCCCCCOC=1C=C2C(N(C(C2=CC1)=O)C1C(NC(CC1)=O)=O)=O)(C1=NC=C(C=C1)C=1C=CC=2C3=C(N(C2C1)C)C=CN=C3)F